2-methoxy-7-(1,3,4-thiadiazol-2-yl)quinoline-3-carboxylic acid COC1=NC2=CC(=CC=C2C=C1C(=O)O)C=1SC=NN1